cis-6-(4-chloro-3-fluorophenyl)-5-fluoro-3-(3-(pyridin-4-yl)-1H-pyrazol-5-yl)-1,3-oxazinan-2-one ClC1=C(C=C(C=C1)[C@@H]1[C@@H](CN(C(O1)=O)C1=CC(=NN1)C1=CC=NC=C1)F)F